COC1=CC=C(CO[C@@H]2C(=CC([C@@H]([C@H]2OCC2=CC=C(C=C2)OC)OCC2=CC=C(C=C2)OC)=O)COCC2=CC=C(C=C2)OC)C=C1 (4R,5S,6R)-4,5,6-tri(p-methoxybenzyloxy)-3-((p-methoxybenzyloxy)methyl)cyclohex-2-en-1-one